FCCCOC([C@@H](NC(=O)C1=NC(=C(C=C1)N1CC(C1)OC)OCC1CC1)CC(C)C)=O N-[6-(cyclopropylmethoxy)-5-(3-methoxyazetidin-1-yl)pyridine-2-carbonyl]-L-leucine 3-fluoropropyl ester